N1N=CC(=C1)C1=CC=C(C=C1)NC1=NC(=NC=C1)C1=CC=C2C=C(N(C2=C1)COC)C(=O)N1CC(C1)(F)F (6-(4-((4-(1H-pyrazol-4-yl)phenyl)amino)pyrimidin-2-yl)-1-(methoxymethyl)-1H-indol-2-yl)(3,3-difluoroazetidin-1-yl)methanone